2-(((3,3-dibutyl-5-(3-fluorophenyl)-7-methylthio-1,1-dioxo-2,3,4,5-tetrahydrobenzo[b][1,4]thiazepin-8-yl)methyl)amino)acetic acid C(CCC)C1(CN(C2=C(S(C1)(=O)=O)C=C(C(=C2)SC)CNCC(=O)O)C2=CC(=CC=C2)F)CCCC